C(#N)CNC1=NC(=CC=C1[C@H]1CC2(CC(C2)(F)F)CCN1CC1=C2C=CN(C2=C(C=C1OC)C)C(=O)OC(C)(C)C)C(=O)OC tert-Butyl 4-{[(6R)-6-{2-[(cyanomethyl)amino]-6-(methoxycarbonyl)pyridin-3-yl}-2,2-difluoro-7-azaspiro[3.5]nonan-7-yl]methyl}-5-methoxy-7-methylindole-1-carboxylate